(1R,2S,SR)-3-menthyl methoxyacetate COCC(=O)O[C@H]1C[C@@H](CCC1C(C)C)C |&1:6|